[(3S)-3-(1,2,4-Triazol-4-yl)pyrrolidin-1-yl]-[3-[4-[4-(trifluoromethyl)pyrimidin-2-yl]oxyphenyl]azetidin-1-yl]methanone N=1N=CN(C1)[C@@H]1CN(CC1)C(=O)N1CC(C1)C1=CC=C(C=C1)OC1=NC=CC(=N1)C(F)(F)F